C(CC)ON(C=1C(=C(C=CC1)C1=CC=CC=C1)C)OCCC N,N-dipropoxyphenyltoluidine